O1C(=CC=C1)C1=NC(=C2N=CN(C2=N1)[C@H]1[C@@H]([C@@H]([C@H](O1)C(=O)NC([2H])([2H])[2H])O)O)NC([2H])([2H])[2H] (2S,3S,4R,5R)-5-(2-(furan-2-yl)-6-((methyl-d3)amino)-9H-purin-9-yl)-3,4-dihydroxy-N-((methyl-d3))tetrahydrofuran-2-carboxamide